FC(C(=O)O)(F)F.C1CNCCC12CCC(CC2)=O 3-azaspiro[5.5]undecan-9-one trifluoroacetate